N1=C(C=CC=C1)C1=C(C=CC2=CC=CC=C12)NCCBr 1-(2-pyridyl)-N-(2-bromoethyl)-2-naphthylamine